ethyl-benzyl-ammonium chloride [Cl-].C(C)[NH2+]CC1=CC=CC=C1